8-chloro-6-(4-methylpyridin-3-yl)isoquinolin-3-amine ClC=1C=C(C=C2C=C(N=CC12)N)C=1C=NC=CC1C